O=[N+]([O-])C1C=CC=CC=1O nitrophenolate